(R)-N-((S)-5-methyl-4-oxo-2,3,4,5-tetrahydrobenzo[b][1,4]oxazepin-3-yl)-5-(trifluoromethyl)-4,5,6,7-tetrahydro-[1,2,3]triazolo[1,5-a]pyridine-3-carboxamide CN1C2=C(OC[C@@H](C1=O)NC(=O)C=1N=NN3C1C[C@@H](CC3)C(F)(F)F)C=CC=C2